triazonane N1NNCCCCCC1